O=C1CC2CC(CC2C1)C(=O)OC methyl 5-oxooctahydropentalene-2-carboxylate